CC(=C)C=CC 2,4-dimethylbutadiene